OCS(=O)[O-].[Na+] Natrium hydroxy-methansulfinat